4-[[(1s,2s)-4,6-dichloro-2-(piperazin-1-yl)-2,3-dihydro-1H-inden-1-yl]oxy]-3-methylbenzene ClC1=C2C[C@@H]([C@H](C2=CC(=C1)Cl)OC1=C(C=CC=C1)C)N1CCNCC1